BrC=1C=C2CN(C(C2=CC1)=O)N1C(NC(CC1)=O)=O (5-bromo-1-oxoisoindolin-2-yl)dihydropyrimidine-2,4(1H,3H)-dione